4-methylpyrimidin CC1=NC=NC=C1